2-methyl-N-(pyrrolidin-1-ylsulfonyl)propionamide CC(C(=O)NS(=O)(=O)N1CCCC1)C